N1=CC=CC2=CC=CC(=C12)NS(=O)(=O)C=1C=NC=C(C1)C(F)(F)F N-(quinolin-8-yl)-5-(trifluoromethyl)pyridine-3-sulfonamide